COC(=O)C1(CCC2(C(=CC3=CC=C(C=C23)C=O)C[C@H](CO)C)CC1)NC1=CC(=CC=C1)Cl (1R,4R)-4-(3-Chloroanilino)-6'-formyl-2'-[(2R)-3-hydroxy-2-methylpropyl]spiro[cyclohexane-1,1'-indene]-4-carboxylic acid methyl ester